C1=CC=CC=2C3=CC=CC=C3C(C12)COC(=O)N[C@H](C(=O)O)CC1=CC=C(C=C1)C1=C(C(=CC=C1)OC)OC (S)-2-((((9H-fluoren-9-yl)methoxy)carbonyl)amino)-3-(2',3'-dimethoxy-[1,1'-biphenyl]-4-yl)propanoic acid